C1(=CC=CC=C1)C(C(C)N1CCOCC1)=O Phenyl-2-morpholinopropane-1-one